7-nitro-3-propylbenzo[d][1,2,3]triazin-4(3H)-one [N+](=O)([O-])C=1C=CC2=C(N=NN(C2=O)CCC)C1